N-propyl-N-pentylammonium C(CC)[NH2+]CCCCC